NC1=C(C=C(C=N1)C1=NN2C(=C1)[C@]1(CN(CC1)C(=O)OC(C)(C)C)OCC2)C#N tert-butyl (3'S)-2-(6-amino-5-cyanopyridin-3-yl)-6,7-dihydro-1'H-spiro[pyrazolo[5,1-c][1,4]oxazine-4,3'-pyrrolidine]-1'-carboxylate